BrC=1C(N(C2=NC(=CC=C2C1N)C(F)(F)F)C1=CC=C(C=C1)Cl)=O 3-bromo-4-amino-1-(4-chlorophenyl)-7-(trifluoromethyl)-1,8-naphthyridin-2(1H)-one